CON(C(=O)N1CC=2N(CC1)C(=NN2)C#CC=2C=C(C=CC2)C)C N-methoxy-N-methyl-3-[2-(m-tolyl)ethynyl]-6,8-dihydro-5H-[1,2,4]triazolo[4,3-a]pyrazine-7-carboxamide